Ethyl (2R,3R)-1-benzyl-3-(trifluoromethyl)aziridine-2-carboxylate C(C1=CC=CC=C1)N1[C@H]([C@@H]1C(F)(F)F)C(=O)OCC